fluorophenylphenylamide FC1=C(C=CC=C1)[N-]C1=CC=CC=C1